hydroxy-xylonic acid OC(C(=O)O)(O)[C@@H](O)[C@H](O)CO